BrC1=C(C=C(C(=O)NC2=CC=C(C=C2)Br)C=C1)S(NC1CC(N(CC1)C)=O)(=O)=O 4-bromo-N-(4-bromophenyl)-3-[(1-methyl-2-oxo-4-piperidinyl)sulfamoyl]Benzamide